FC1=CC2=C(N(C(=N2)N2C[C@H]3[C@@H](OCCN3)CC2)CC(=O)N(CC(F)(F)F)C)C=C1 2-(5-Fluoro-2-((4aS,8aS)-hexahydro-2H-pyrido[4,3-b][1,4]oxazin-6(5H)-yl)-1H-benzo[d]imidazol-1-yl)-N-methyl-N-(2,2,2-trifluoroethyl)acetamid